((R)-2-(((2R,3S,4R,5R)-5-(4-(cyclopentylamino)-6-(2-hydroxyethoxy)-1H-pyrazolo[3,4-d]pyrimidin-1-yl)-3,4-dihydroxytetrahydrofuran-2-yl)methoxy)-1-hydroxypropan-2-yl)phosphonic acid C1(CCCC1)NC1=C2C(=NC(=N1)OCCO)N(N=C2)[C@H]2[C@@H]([C@@H]([C@H](O2)CO[C@](CO)(C)P(O)(O)=O)O)O